FC1=C(C=CC=C1)C1CCN2C(O1)=CC(=N2)C(=O)OCC ethyl 5-(2-fluorophenyl)-6,7-dihydro-5H-pyrazolo[5,1-b][1,3]oxazine-2-carboxylate